ClC=1C(=C2C=NC(=NC2=CC1)C)F 6-chloro-5-fluoro-2-methylquinazolin